(S)-N-((3-cyclopropylpyridin-2-yl)methyl)-4-(3-(5-fluoro-2-methylpyridin-4-yl)-1H-pyrazole-5-carbonyl)-4-azaspiro[2.5]octane-7-carboxamide C1(CC1)C=1C(=NC=CC1)CNC(=O)[C@H]1CCN(C2(CC2)C1)C(=O)C1=CC(=NN1)C1=CC(=NC=C1F)C